3-azidoundecyl-trimethoxysilane N(=[N+]=[N-])C(CC[Si](OC)(OC)OC)CCCCCCCC